4-(t-butoxycarbonyloxy)phenyltrimethoxysilane C(C)(C)(C)OC(=O)OC1=CC=C(C=C1)[Si](OC)(OC)OC